C(N)(=N)C=1C=C(SC1)CNC(=O)[C@H]1N(C[C@@H](C1)OC(F)F)C(CNC(C1=CC=C(C=C1)OC1=CC=CC=C1)=O)=O (2S,4R)-N-((4-carbamimidoylthiophen-2-yl)methyl)-4-(difluoromethoxy)-1-((4-phenoxybenzoyl)glycyl)pyrrolidine-2-carboxamide